methyl-(3-(5-(2-methyl-[1,1'-biphenyl]-3-yl)-1,3,4-oxadiazol-2-yl)benzyl)-L-threonine CN([C@@H]([C@H](O)C)C(=O)O)CC1=CC(=CC=C1)C=1OC(=NN1)C=1C(=C(C=CC1)C1=CC=CC=C1)C